N1-((S)-3-(3-fluorophenyl)-1-oxo-1-(((S)-3-oxo-1-((S)-2-oxopyrrolidin-3-yl)-4-(trifluoromethoxy)butan-2-yl)amino)propan-2-yl)-N2-(1-methylcyclopropyl)oxalamide FC=1C=C(C=CC1)C[C@@H](C(N[C@@H](C[C@H]1C(NCC1)=O)C(COC(F)(F)F)=O)=O)NC(C(=O)NC1(CC1)C)=O